(1R,2R,3S,4R,5S)-4-(6-(((R)-3,3-difluorocyclopentyl)amino)-2-iodo-9H-purin-9-yl)-2,3-dihydroxybicyclo[3.1.0]hexane-1-carbonitrile FC1(C[C@@H](CC1)NC1=C2N=CN(C2=NC(=N1)I)[C@H]1[C@@H]([C@@H]([C@@]2(C[C@H]12)C#N)O)O)F